ClCC=1C=C(C=2N(C(C=CN2)=O)C1)C(F)(F)F 7-(chloromethyl)-9-(trifluoromethyl)pyrido[1,2-a]pyrimidin-4-one